1,3-bis(3-glycidoxypropyl)1,1,3,3-tetramethyldisiloxane C(C1CO1)OCCC[Si](O[Si](C)(C)CCCOCC1CO1)(C)C